2-amino-6-(6-(5-((3aS,6aR)-2-oxohexa-hydro-1H-thieno[3,4-d]imidazol-4-yl)pentan-amido)hexanamido)-hexanoic acid NC(C(=O)O)CCCCNC(CCCCCNC(CCCCC1SC[C@@H]2NC(N[C@@H]21)=O)=O)=O